C(CCC)(=O)OCC=C ALLYL BUTYRATE